tert-Butyl N-[(1R)-1-[(R)-[2-(1,3-dioxolan-2-yl)phenyl]-hydroxy-methyl]-3-methyl-butyl]carbamate O1C(OCC1)C1=C(C=CC=C1)[C@H]([C@@H](CC(C)C)NC(OC(C)(C)C)=O)O